CN1C(N(C(C2=C1N=C(C=C2NCC(=O)NC=2C=C(C=CC2)C)N2CCOCC2)=O)C)=O 2-[(1,3-dimethyl-7-morpholinyl-2,4-dioxo-1,2,3,4-tetrahydropyrido[2,3-d]pyrimidin-5-yl)amino]-N-(m-tolyl)acetamide